tert-butyl (1S,3R)-3-[[tert-butyl(dimethyl)silyl]oxymethyl]-5-(1-hydroxy-1-methyl-ethyl)-1-methyl-3,4-dihydro-1H-isoquinoline-2-carboxylate [Si](C)(C)(C(C)(C)C)OC[C@@H]1N([C@H](C2=CC=CC(=C2C1)C(C)(C)O)C)C(=O)OC(C)(C)C